5-deuterio-1-[5-(3-methyltriazol-4-yl)-3-pyridyl]-6-oxo-pyridazine-3-carboxylic acid [2H]C1=CC(=NN(C1=O)C=1C=NC=C(C1)C=1N(N=NC1)C)C(=O)O